4,6-Bis{4-[(3-dimethylaminopropyl)aminomethyl]phenyl}-1-phenyl-1H-pyrazolo[3,4-d]pyrimidine oxalate C(C(=O)O)(=O)O.CN(CCCNCC1=CC=C(C=C1)C1=C2C(=NC(=N1)C1=CC=C(C=C1)CNCCCN(C)C)N(N=C2)C2=CC=CC=C2)C